6-[(2S)-2-Aminopropyl]-N-[(furan-2-yl)methyl]thieno[3,2-d]pyrimidin-4-amine dihydrochloride Cl.Cl.N[C@H](CC1=CC=2N=CN=C(C2S1)NCC=1OC=CC1)C